tert-butyl ((3R)-1-(2-(4-(4-(2,6-dioxopiperidin-3-yl)phenyl)piperazin-1-yl)ethyl)pyrrolidin-3-yl)carbamate O=C1NC(CCC1C1=CC=C(C=C1)N1CCN(CC1)CCN1C[C@@H](CC1)NC(OC(C)(C)C)=O)=O